CC1OC(CC(C1)=O)C 2,6-dimethyltetrahydro-4H-pyran-4-one